3-bromo-2-meth-ylbenzonitrile BrC=1C(=C(C#N)C=CC1)C